ClC=1C(=NC=CC1)CN1N=C(N=C1)C(=O)O 1-[(3-chloro-2-pyridyl)methyl]-1,2,4-triazole-3-carboxylic acid